CC=1C=C(C=NC1C)NC(C(=O)N1C(CCC(C1)C)C1=CC(=CC=C1)S(=O)(=O)C)=O N-(5,6-dimethylpyridin-3-yl)-2-(5-methyl-2-(3-(methylsulfonyl)phenyl)piperidin-1-yl)-2-oxoacetamide